1-(2-(3-(6-(1-(2,2-difluorobenzo[d][1,3]dioxol-5-yl)cyclopropane-1-carboxamido)-3-methylpyridin-2-yl)benzamido)ethyl)piperidine-4-carboxamide FC1(OC2=C(O1)C=CC(=C2)C2(CC2)C(=O)NC2=CC=C(C(=N2)C=2C=C(C(=O)NCCN1CCC(CC1)C(=O)N)C=CC2)C)F